FC1=C(C=CC=C1)[C@@H]1C[C@@](CC1)(C(=O)O)CCC cis-3-(2-fluorophenyl)-1-propylcyclopentane-1-carboxylic acid